3-benzyl-6-iso-propyl-2,5-diketopiperazine C(C1=CC=CC=C1)C1C(NC(C(N1)=O)C(C)C)=O